4-amino-3-(cyclopropylcarbamoyl)-8-(3,6-dimethoxypyridazin-4-yl)cinnoline 2-oxide NC1=C([N+](=NC2=C(C=CC=C12)C1=C(N=NC(=C1)OC)OC)[O-])C(NC1CC1)=O